P(=O)([O-])([O-])[O-].[Cr+3] chromium phosphate salt